ClC=1C=C(OC2C[C@@H]3[C@@H](CN(C3)C(=O)OC(C)(C)C)C2)C=CC1C#N t-butyl (3aR,5r,6aS)-5-(3-chloro-4-cyanophenoxy)hexahydrocyclopenta[c]pyrrole-2(1H)-carboxylate